4-(4-(7-aminoheptyl)piperazin-1-yl)-N-((1r,3r)-3-(3-chloro-4-cyanophenoxy)-2,2,4,4-tetramethylcyclobutyl)benzamide NCCCCCCCN1CCN(CC1)C1=CC=C(C(=O)NC2C(C(C2(C)C)OC2=CC(=C(C=C2)C#N)Cl)(C)C)C=C1